5-(4-(hexyloxy)-1,2,5-thiadiazol-3-yl)-1-methyl-1-(1-((tetrahydro-2H-pyran-4-carbonyl)oxy)propyl)-1,2,3,6-tetrahydropyridin-1-ium iodide Iodopropyl-tetrahydro-2H-pyran-4-carboxylate ICCCOC(=O)C1CCOCC1.[I-].C(CCCCC)OC=1C(=NSN1)C1=CCC[N+](C1)(C(CC)OC(=O)C1CCOCC1)C